O1CC=NC2=C1C=CC=C2 (E)-1,4-benzoxazine